2-tert-butyl-9,10-bis[2-(1-naphthyl)phenyl]-2-tert-butylanthracene C(C)(C)(C)C1(CC2=C(C3=CC=CC=C3C(=C2C=C1)C1=C(C=CC=C1)C1=CC=CC2=CC=CC=C12)C1=C(C=CC=C1)C1=CC=CC2=CC=CC=C12)C(C)(C)C